FC1=CC(=C(C=C1)C#CCN)C 3-(4-fluoro-2-methyl-phenyl)prop-2-yn-1-amine